(S)-3-methyl-1-hepten-3-ol C[C@@](C=C)(CCCC)O